ClC=1C=C(C=CC1F)N1C(N([C@H](C1)C#N)C1=CN=CC2=CC=CC=C12)=O (R)-1-(3-chloro-4-fluorophenyl)-3-(isoquinolin-4-yl)-2-oxoimidazolidine-4-carbonitrile